phenyl (4-fluoro-3-(trifluoromethoxy)phenyl)carbamate FC1=C(C=C(C=C1)NC(OC1=CC=CC=C1)=O)OC(F)(F)F